CN1C(=NC2=C1C=CC(=C2)C(=O)OCC)NC=2OC1=C(N2)C=CC(=C1)C=1N=CSC1 ethyl 1-methyl-2-((6-(thiazol-4-yl) benzo[d]oxazol-2-yl) amino)-1H-benzo[d]imidazole-5-carboxylate